CC(=O)NNC(=O)C1=CC=NC=C1 N'-acetylisoniazid